1-(2-{4-[(4-{[2-amino-4-(pentylsulfanyl)-5H-pyrrolo[3,2-d]pyrimidin-5-yl]methyl}-3-methoxyphenyl)methyl]piperazin-1-yl}ethyl)-1H-pyrrole-2,5-dione (trifluoroacetic acid) salt FC(C(=O)O)(F)F.NC=1N=C(C2=C(N1)C=CN2CC2=C(C=C(C=C2)CN2CCN(CC2)CCN2C(C=CC2=O)=O)OC)SCCCCC